4-[4-Cyano-6-(3,5-dimethyl-isoxazol-4-ylmethyl)-3-hydroxy-pyridin-2-yl]-4-oxo-butyric acid ethyl ester C(C)OC(CCC(=O)C1=NC(=CC(=C1O)C#N)CC=1C(=NOC1C)C)=O